(1S)-N-(3-(dibenzylamino)-1-(hydroxymethyl)cyclopentyl)-1-(4-fluorophenyl)-3,4-dihydroisoquinoline-2(1H)-carboxamide C(C1=CC=CC=C1)N(C1CC(CC1)(CO)NC(=O)N1[C@H](C2=CC=CC=C2CC1)C1=CC=C(C=C1)F)CC1=CC=CC=C1